2-methylpropyl carbonochloridate C(OCC(C)C)(=O)Cl